4-(methylamino)-5-nitro-2-(trifluoromethyl)benzoic acid methyl ester COC(C1=C(C=C(C(=C1)[N+](=O)[O-])NC)C(F)(F)F)=O